C(C)(C)(C)C1=CC=C(C=C1)[C@H](C)NC(=O)C1=CC=C2C(=C(N(C2=C1)C)C)CC=1C=C(O[C@H](C(=O)OC)C)C=C(C1)Cl methyl (S)-2-(3-((6-(((S)-1-(4-(tert-butyl)phenyl)ethyl)carbamoyl)-1,2-dimethyl-1H-indol-3-yl)methyl)-5-chlorophenoxy)propanoate